C(C)(=O)N1CCC(CC1)N1N=C(C=CC1=O)C(=O)O 1-(1-Acetylpiperidin-4-yl)-6-oxo-1,6-dihydropyridazine-3-carboxylic acid